tert-Butyl N-[2-(4,8-difluoro-6-formyl-6,7-dihydro-5H-cyclopenta[f]benzotriazol-1-yl)ethyl]-N-methyl-carbamate FC1=C2C(=C(C=3N(N=NC31)CCN(C(OC(C)(C)C)=O)C)F)CC(C2)C=O